CCCCCCCCCCCCCCCCCCCC(=O)OC[C@H](CO)OC(=O)CCC/C=C\\C/C=C\\C/C=C\\C/C=C\\C/C=C\\CC The molecule is a diacylglycerol 40:5 in which the acyl groups specified are icosanoyl and (5Z,8Z,11ZZ,14Z,17Z)-eicosapentaenoyl respectively, It is a diacylglycerol 40:5 and a 1,2-diacyl-sn-glycerol. It derives from an icosanoic acid and an all-cis-5,8,11,14,17-icosapentaenoic acid.